C(C)(=O)N1CC2(C1)CC(C2)NCC=2C=CC(=NC2)C(=O)NC2=C(C(=CC=C2)C2=C(C(=NC=C2)C2=CC(=C(C=C2)CNCC2NC(CC2)=O)OC)Cl)Cl 5-(((2-acetyl-2-azaspiro[3.3]heptan-6-yl)amino)methyl)-N-(2-chloro-3-(3-chloro-2-(3-methoxy-4-((((5-oxopyrrolidin-2-yl)methyl)amino)methyl)phenyl)pyridin-4-yl)phenyl)picolinamide